ethyl 5-bromo-4-((tert-butoxycarbonyl) amino)-1H-pyrrole-2-carboxylate BrC1=C(C=C(N1)C(=O)OCC)NC(=O)OC(C)(C)C